7-[4-(1-cyclopropyl-2,5-dioxopyrrolidin-3-yl)piperazin-1-yl]-1-ethyl-6-fluoro-4-oxo-1,4-dihydroquinoline-3-carboxylic acid C1(CC1)N1C(C(CC1=O)N1CCN(CC1)C1=C(C=C2C(C(=CN(C2=C1)CC)C(=O)O)=O)F)=O